ClC=1C=C(C=CC1F)N1C=C(C=2C(C(CCC12)(F)F)O)S(=O)(=O)C(F)F 1-(3-Chloro-4-fluorophenyl)-3-((difluoromethyl)sulfonyl)-5,5-difluoro-4,5,6,7-tetrahydro-1H-indol-4-ol